N-[2-(3-{[6-(1-cyano-1-methylethyl)-pyridin-3-yl]amino}prop-1-yn-1-yl)-1-(2,2,2-trifluoroethyl)-1H-indol-4-yl]morpholine-4-carboxamide C(#N)C(C)(C)C1=CC=C(C=N1)NCC#CC=1N(C2=CC=CC(=C2C1)NC(=O)N1CCOCC1)CC(F)(F)F